N=1CCCCC1C1=C2CC(NC2=CC=C1)=O 4-(2,3,4,5-tetrahydropyridin-6-yl)Indolin-2-one